NC[C@]1([C@H](CN(C1)S(=O)(=O)C1=C(C=C(C=C1)Cl)C#N)OC1=CC(=C(C#N)C=C1)F)O 4-(((3S,4S)-4-(aminomethyl)-1-((4-chloro-2-cyanophenyl)sulfonyl)-4-hydroxypyrrolidine-3-Yl)oxy)-2-fluorobenzonitrile